2-(4-cyclopropyl-6-methoxypyrimidin-5-yl)-9-(4-(5-ethoxy-3-(trifluoromethyl)-1H-pyrazol-1-yl)benzyl)-9H-pyrimido[4,5-b]indole C1(CC1)C1=NC=NC(=C1C=1N=CC2=C(N(C3=CC=CC=C23)CC2=CC=C(C=C2)N2N=C(C=C2OCC)C(F)(F)F)N1)OC